CC1=NN=C(N=N1)C1=CC=C(C=C1)CNC(CCOCCOCCOCCOCCOCCOCCOCCC(=O)NC1=CC=C(CC2C(NCC(NCC(N2)CC(=O)O)CC(=O)O)CC(=O)O)C=C1)=O 2,2',2''-(3-(4-(1-(4-(6-methyl-1,2,4,5-tetrazin-3-yl)phenyl)-3-oxo-6,9,12,15,18,21,24-heptaoxa-2-azaheptacosan-27-amido)benzyl)-1,4,7-triazonane-2,5,8-triyl)triacetic acid